perfluoroheptane-1,2-diol FC(C(C(C(C(C(C(F)(F)F)(F)F)(F)F)(F)F)(F)F)(O)F)(O)F